C(C1=CC=CC=C1)(=O)OC1C(C=CC(C1(C(=O)[O-])O)O)=O 6-(benzoyloxy)-1,2-dihydroxy-5-oxocyclohex-3-ene-1-carboxylate